C(C)(C)(C)OC(=O)N1C2(CCC2)CC(C1)(C(=O)O)F 5-(tert-butoxycarbonyl)-7-fluoro-5-azaspiro[3.4]octane-7-carboxylic acid